C(C)OP(=O)(C1=CC=CC=C1)C(C1=C(C=C(C=C1C)C)C)=O 2,4,6-trimethyl-benzoyl-phenyl-phosphinic acid ethyl ester